((S)-(2-chlorophenyl)(1-cyanocyclopropyl)methoxy)-N-((R,E)-4-(methylsulfonyl)but-3-en-2-yl)pyrimidine-2-carboxamide ClC1=C(C=CC=C1)[C@@H](OC1=NC(=NC=C1)C(=O)N[C@H](C)\C=C\S(=O)(=O)C)C1(CC1)C#N